O(C)[Mg] methoxyl-magnesium